N(=[N+]=[N-])C1=CC(=C(C(=O)OCC2=CC(=C(C=C2)CO)[N+](=O)[O-])C=C1)O 4-(hydroxymethyl)-3-nitrobenzyl 4-azido-2-hydroxybenzoate